ClC=1C(=C(NC2(CCC3(N(CC4=CC(=CC=C34)C)C[C@H](CO)C)CC2)C(=O)O)C=CC1)C 4-(3-chloro-2-methylanilino)-2'-[(2R)-3-hydroxy-2-methylpropyl]-5'-methyl-2',3'-dihydrospiro[cyclohexane-1,1'-isoindole]-4-carboxylic acid